C1CCC2=C(C=3CCCC3C=C12)NC(=O)OC(C(=O)[O-])CN1N=CN=C1 [(1,2,3,5,6,7-hexahydro-s-indacen-4-yl)carbamoyl]oxyl-3-(1H-1,2,4-triazol-1-yl)propanoate